CC=1C(=C2C=NN(C2=CC1)C1OCCCC1)C1CCCC2=C(NC(NC2=O)=O)C1 8-(5-methyl-1-(tetrahydro-2H-pyran-2-yl)-1H-indazol-4-yl)-1,5,6,7,8,9-hexahydro-2H-cyclohepta[d]pyrimidine-2,4(3H)-dione